(3-aminocyclobutyl) 6-[5-(6-methyl-2-pyridyl)-1H-imidazol-4-yl]quinoline-3-carboxylate CC1=CC=CC(=N1)C1=C(N=CN1)C=1C=C2C=C(C=NC2=CC1)C(=O)OC1CC(C1)N